1,4-dihydroxy-2-trifluoromethylbenzene OC1=C(C=C(C=C1)O)C(F)(F)F